C1(=CC=CC=C1)C1=C(C(=NN=N1)C1=C(C=CC=C1)C1=C(C=CC=2SC3=C(C21)C=CC=C3)C3=C(C=CC=C3)C3=CC=CC=C3)C3=C(C(=CC=2C1=CC=CC=C1CC32)C)C [phenyl(dimethylfluorenyl)triazinyl][(biphenylyl)dibenzothiophenyl]benzene